2-[6-Amino-5-[8-[3-(piperazin-1-ylmethyl)phenyl]-3,8-diazabicyclo[3.2.1]octan-3-yl]pyridazin-3-yl]phenol NC1=C(C=C(N=N1)C1=C(C=CC=C1)O)N1CC2CCC(C1)N2C2=CC(=CC=C2)CN2CCNCC2